C(C1=CC=CC=C1)OC(=O)N1CCN(CC1)CCC1CCN(CC1)C1=NN(C2=CC=C(C=C12)C(=O)O)C 3-(4-(2-(4-((benzyloxy)carbonyl)piperazin-1-yl)ethyl)piperidin-1-yl)-1-methyl-1H-indazole-5-carboxylic acid